4-(2-(3,4-dichlorophenoxy)-4-methyl-5-nitrophenyl)-6-methyl-1,6-dihydro-7H-pyrrolo[2,3-C]pyridin-7-one ClC=1C=C(OC2=C(C=C(C(=C2)C)[N+](=O)[O-])C=2C3=C(C(N(C2)C)=O)NC=C3)C=CC1Cl